5-fluoro-7-((1-(2-(piperazin-1-yl)ethyl)piperidin-4-yl)methoxy)-2-(((tetrahydro-2H-pyran-4-yl)thio)methyl)quinazolin-4(3H)-one FC1=C2C(NC(=NC2=CC(=C1)OCC1CCN(CC1)CCN1CCNCC1)CSC1CCOCC1)=O